4-fluoro-pyrrole FC=1C=CNC1